O=C(C(=O)NC=1C2=C(C=NC1)C=NN2C2OCCCC2)N2[C@H](CC[C@@H](C2)C)C=2C=CC1=C(N=C(S1)C1CC(N(C(C1)(C)C)C)(C)C)C2 2-oxo-2-[(2R,5S)-5-methyl-2-[2-(1,2,2,6,6-pentamethyl-4-piperidyl)-1,3-benzothiazol-5-yl]-1-piperidyl]-N-(1-tetrahydropyran-2-ylpyrazolo[4,3-c]pyridin-7-yl)acetamide